CC1=CC=C(C=C1)C1=CSC=C1C1=CC=C(C=C1)C 3,4-bis(4-methylphenyl)thiophene